C(C)(C)(C)OC(NCC#CC1=NN2C(C=CC=C2F)=C1CC(F)(F)F)=O {3-[7-fluoro-3-(2,2,2-trifluoroethyl)pyrazolo[1,5-a]pyridin-2-yl]prop-2-yn-1-yl}carbamic acid tert-butyl ester